N1N=CC2=CC(=CC=C12)NC1=NC(=NC=C1)C1=CC=C2C=C(NC2=C1)C(=O)NC=1C=NC(=CC1)N(C)C 6-(4-((1H-indazol-5-yl)amino)pyrimidin-2-yl)-N-(6-(dimethylamino)pyridin-3-yl)-1H-indole-2-carboxamide